O1C=C(C2=C1C=CC=C2)C[C@H](NC(C(C(=O)NCC2=CC(=CC=C2)OC)CC2CC2)=O)OB(O)O ((1R)-2-(benzofuran-3-yl)-1-(2-(cyclopropylmethyl)-3-((3-methoxybenzyl)amino)-3-oxopropionamido)ethyl)boric acid